NCCNC(CCN(C=1SC(=C(N1)C1=CC(=C(C=C1)Cl)Cl)CC(C)C)CC1=CC=CC=C1)=O N-(2-aminoethyl)-3-(benzyl-(4-(3,4-dichlorophenyl)-5-isobutylthiazol-2-yl)amino)propanamide